FC1=C(C=C(C=C1)C)C1=C(NC=2C1=NC=CC2)C2=C(C=NC=C2)OCCN(S(=O)(=O)C=C)C N-[2-({4-[3-(2-fluoro-5-methylphenyl)-1H-pyrrolo[3,2-b]pyridin-2-yl]pyridin-3-yl}oxy)ethyl]-N-methylethenesulfonamide